O[C@H]1C=C[C@@H](C1)N1N=C(C=2C1=NC=NC2NCCOC)C2=CC=C(C=C2)CNC(C2=C(C=CC=C2)OC)=O N-[[4-[1-[(1R,4R)-4-hydroxycyclopent-2-en-1-yl]-4-(2-methoxyethylamino)pyrazolo[3,4-d]pyrimidin-3-yl]phenyl]methyl]-2-methoxy-benzamide